trans-carbathian C1SCCCC1